5-(7-Methoxy-4-azaspiro[2.5]octan-4-yl)-3-methyl-1H-pyrazolo[3,4-c]pyridine COC1CCN(C2(CC2)C1)C=1C=C2C(=CN1)NN=C2C